COC(C(F)F)(F)F 1-methoxy-1,1,2,2-tetrafluoroethane